FC1=CC=C(C=C1)C=1N=CC(=NC1)C(=O)N 5-(4-fluorophenyl)pyrazine-2-carboxamide